ethyl 5-acetyl-2-(4-formyl-3,5-dimethoxyphenyl)-6-methylindolizine-7-carboxylate C(C)(=O)C=1N2C=C(C=C2C=C(C1C)C(=O)OCC)C1=CC(=C(C(=C1)OC)C=O)OC